(2R)-1-[(2S,4R)-4-[(R)-amino(4,5-dichloro-2-hydroxyphenyl)methyl]-2-methylpiperidin-1-yl]-2,3-dihydroxypropan-1-one N[C@H]([C@H]1C[C@@H](N(CC1)C([C@@H](CO)O)=O)C)C1=C(C=C(C(=C1)Cl)Cl)O